C(C)(C)(C)O[Si](O[Si](C)(C)OC(C)(C)C)(C)C 1,3-di-tert-butoxy-1,1,3,3-tetramethyldisiloxane